(Z)-5-Chloro-3-((3,5-dimethyl-1H-pyrrol-2-yl)methylene)indolin-2-one ClC=1C=C2/C(/C(NC2=CC1)=O)=C/C=1NC(=CC1C)C